1-(((6-chloropyridin-2-yl)(methyl)amino)methyl)-N-((2R,4R)-2-methylpiperidin-4-yl)cyclopropane-1-carboxamide ClC1=CC=CC(=N1)N(C)CC1(CC1)C(=O)N[C@H]1C[C@H](NCC1)C